FC=1C=C(C2=C(OCCO2)C1)NC1=NC=2N(C(=C1)NC)N=CC2NC(=O)N[C@H]2[C@H](C2)F 1-(5-((7-fluoro-2,3-dihydrobenzo[b][1,4]dioxin-5-yl)amino)-7-(methylamino)pyrazolo[1,5-a]pyrimidin-3-yl)-3-((1r,2s)-2-fluorocyclopropyl)urea